COC=1C(=C(N=CC2=CC=CC=C2)C=CC1)C1=CC=CC=C1 methoxyphenyl-benzalaniline